O1CCCC=CC1 2,3,4,7-tetrahydro-[1H]oxepin